COC=1C=C2C(=NN(C2=C(C1)[C@@H](C(=O)O)N([C@@H]1C[C@H](CC1)OCCCCC1=NC=2NCCCC2C=C1)C)C)C (S)-2-(5-methoxy-1,3-dimethyl-1H-indazol-7-yl)-2-(methyl((1S,3S)-3-(4-(5,6,7,8-tetrahydro-1,8-naphthyridin-2-yl)butoxy)cyclopentyl)amino)acetic acid